5'-uridylic acid triethylamine salt C(C)N(CC)CC.[C@@H]1([C@H](O)[C@H](O)[C@@H](COP(=O)(O)O)O1)N1C(=O)NC(=O)C=C1